ClC1=NC=C(C(=N1)C1=NNC=C1Cl)Cl 2,5-dichloro-4-(4-chloro-1H-pyrazol-3-yl)pyrimidine